tert-butyl (2S,4S)-4-(7-bromo-6-fluoro-8-iodo-4-(methylthio)-1H-imidazo[4,5-c]quinolin-1-yl)-2-(cyanomethyl)piperidine-1-carboxylate BrC=1C(=CC=2C3=C(C(=NC2C1F)SC)N=CN3[C@@H]3C[C@H](N(CC3)C(=O)OC(C)(C)C)CC#N)I